C(C)NS(=O)(=O)C1=CC(=CC=C1)OC[C@H](CNC1COC2(C1)CCN(CC2)S(=O)(=O)C2=CC1=CC=CC=C1C=C2)O N-ethyl-3-((2S)-2-hydroxy-3-(8-(naphthalen-2-ylsulfonyl)-1-oxa-8-azaspiro[4.5]decan-3-ylamino)propoxy)benzenesulfonamide